CC1CN[C@@H]2[C@H](O1)CC=1C=CC=CC12 |r| Rac-(4aS,9aR)-2-methyl-2,3,4,4a,9,9a-hexahydroindeno[2,1-b][1,4]oxazine